C(CCCCCCCCCCCCCCC)C1CCC2=C(C=CC=C12)[N+](=O)[O-] 1-hexadecyl-4-nitroindan